O(C1=CC=CC=C1)C1=C(C=C(N)C=C1)Cl 4-(phenoxy)-3-chloroaniline